N[C@@H]1C2=CC=CC=C2CC12CCN(CC2)C2=NC=1C(=NC=C(N1)SC=1C(=NC=CC1)C(=O)NC)N2 (S)-3-((2-(1-amino-1,3-dihydrospiro[indene-2,4'-piperidin]-1'-yl)-1H-imidazo[4,5-b]pyrazin-5-yl)thio)-N-methylpicolinamide